Cl.N1CCC(CC1)C=1SC2=C(CCC=3C=NC(=NC23)N[C@H]2[C@@H](COCC2)O)N1 (3S,4R)-4-((2-(piperidin-4-yl)-4,5-dihydrothiazolo[4,5-h]quinazolin-8-yl)amino)tetrahydro-2H-pyran-3-ol hydrochloride